BrC1=CC2=CN(N=C2C=C1OC)[C@H]1[C@H](CC2(CN(C2)C(C)=O)CC1)C ((6s,7r)-7-(5-bromo-6-methoxy-2H-indazol-2-yl)-6-methyl-2-azaspiro[3.5]nonan-2-yl)ethanone